3-cyclopropyl-4-iodo-1-(tetrahydro-2H-pyran-2-yl)-5-(((tetrahydro-2H-pyran-2-yl)oxy)methyl)-1H-pyrazole C1(CC1)C1=NN(C(=C1I)COC1OCCCC1)C1OCCCC1